1,3-di-O-benzyl-2-N-butyryl-6-O-(2-benzyloxybenzoyl)-D-glucosamine C(C1=CC=CC=C1)OC1[C@H](NC(CCC)=O)[C@@H](OCC2=CC=CC=C2)[C@H](O)[C@H](O1)COC(C1=C(C=CC=C1)OCC1=CC=CC=C1)=O